C(#N)C(C(=O)OCC)C1=C(C=C(C=C1)N1CCN(CC1)C(=O)OCC1=CC=CC=C1)[N+](=O)[O-] benzyl 4-(4-(1-cyano-2-ethoxy-2-oxoethyl)-3-nitrophenyl)piperazine-1-carboxylate